3-[(tert-butyldimethylsilyl)oxy]-N-(6-{[6-(5-chloro-2-fluorophenyl)-3-methylpyridazin-4-yl]amino}pyrimidin-4-yl)cyclobutane-1-carboxamide [Si](C)(C)(C(C)(C)C)OC1CC(C1)C(=O)NC1=NC=NC(=C1)NC1=C(N=NC(=C1)C1=C(C=CC(=C1)Cl)F)C